C(C)C1(COC1)COCCC[Si](O[Si](C)(C)C)(O[Si](C)(C)C)C 3-[(3-ethyloxetan-3-yl)methoxy]Propyl-methyl-bis(trimethylsilyloxy)silane